ClC(CC(=O)NC1=CC=CC2=CC=CC=C12)C 3-Chloro-N-(naphthalen-1-yl)butanamide